OP(O)(=O)OP(=O)(O)O.C(C)(C)(C)C1=C(C(=CC(=C1)C)C(C)(C)C)C(O)(C(CO)(CO)CO)C1=C(C=C(C=C1C(C)(C)C)C)C(C)(C)C bis(2,6-Di-tert-butyl-4-methylphenyl)pentaerythritol diphosphate